di[4-(1-methyl-1-phenylethyl)-phenyl]-carbonate CC(C)(C1=CC=CC=C1)C1=CC=C(C=C1)OC(OC1=CC=C(C=C1)C(C)(C1=CC=CC=C1)C)=O